4-({[(tert-butoxy)carbonyl]amino}methyl)-2-fluoro-6-(hydroxymethyl)benzoic acid C(C)(C)(C)OC(=O)NCC1=CC(=C(C(=O)O)C(=C1)CO)F